C(C)(C)(C)OC(NC1=NC=NC=C1)=O pyrimidin-4-yl-carbamic acid tert-butyl ester